COC1=CC=C(C=N1)C=1C=C2C(=NC=NC2=CC1)N[C@H](C(=O)N1CCN(CC1)C)C(C)(C)C (S)-2-((6-(6-methoxypyridin-3-yl)quinazolin-4-yl)amino)-3,3-dimethyl-1-(4-methylpiperazin-1-yl)butan-1-one